FC1=C2C=CNC2=CC(=C1OC=1C=CC(=C(C1)C=1NC=C(N1)[C@@H]1CCOC2=C(C=CC=C12)CC(=O)OCC)F)F ethyl (R)-2-(4-(2-(5-((4,6-difluoro-1H-indol-5-yl)oxy)-2-fluorophenyl)-1H-imidazol-4-yl)chroman-8-yl)acetate